O1C2=C(OC[C@@H]1CN1CCN(CC1)C=1C(=NSN1)N1C(N(CC1)C)=O)C=CC=C2 (S)-1-(4-(4-((2,3-dihydrobenzo[b][1,4]dioxin-2-yl)methyl)piperazin-1-yl)-1,2,5-thiadiazol-3-yl)-3-methylimidazolidin-2-one